N-(2,6-difluorobenzyl)-4-((4-oxo-6-(1H-pyrrol-3-yl)quinazolin-3(4H)-yl)methyl)benzamide FC1=C(CNC(C2=CC=C(C=C2)CN2C=NC3=CC=C(C=C3C2=O)C2=CNC=C2)=O)C(=CC=C1)F